C1(=CC=CC2=CC=CC=C12)C=O naphthoaldehyde